3-(imidazo[1,2-b]pyridazin-3-ylethynyl)-4-methyl-N-(4-(3-((2-morpholinoethyl)amino)prop-1-yn-1-yl)-3-(trifluoromethyl)phenyl)benzamide N=1C=C(N2N=CC=CC21)C#CC=2C=C(C(=O)NC1=CC(=C(C=C1)C#CCNCCN1CCOCC1)C(F)(F)F)C=CC2C